C1=NC=CC=2CCC(CC12)NC(=O)C1=CC=NC=2N1N=CC2C(=O)N N7-(5,6,7,8-tetrahydroisoquinolin-7-yl)pyrazolo[1,5-a]pyrimidine-3,7-dicarboxamide